hentriacontane CCCCCCCCCCCCCCCCCCCCCCCCCCCCCCC